C(#C)C1=CC=C2C=C(C(NC2=C1)=O)C(=O)[O-] 7-ethynyl-2-oxo-1,2-dihydroquinoline-3-carboxylate